CN(C)CC1(CC1)COC=1N=C(C2=C(N1)CN(C2)C(=O)C2=CC(=CC1=CC=CC(=C21)I)O)N2C1C(CCC2)OCC1 (2-((1-((dimethylamino)methyl)cyclopropyl)methoxy)-4-(hexahydrofuro[3,2-b]pyridin-4(2H)-yl)-5,7-dihydro-6H-pyrrolo[3,4-d]pyrimidin-6-yl)(3-hydroxy-8-iodonaphthalen-1-yl)methanone